METHYL-3-ISOCYANO-2-NAPHTHALINOATE COC(=O)C1=CC2=CC=CC=C2C=C1[N+]#[C-]